N-(2R,4S)-rel-[[4-(2,3-dichloro-6-hydroxyphenyl)piperidin-2-yl]methyl]cyclopropanesulfonamide ClC1=C(C(=CC=C1Cl)O)[C@@H]1C[C@@H](NCC1)CNS(=O)(=O)C1CC1 |o1:9,11|